[Na].[P] phosphorus sodium